O1CCC(CC1)CN1C[C@@H]2[C@H](C1)CC(C2)NC=2N=NC(=CC2)C=2C=NC(=CC2)C(F)(F)F (3aR,5s,6aS)-2-(tetrahydropyran-4-ylmethyl)-N-[6-[6-(trifluoromethyl)-3-pyridyl]pyridazin-3-yl]-3,3a,4,5,6,6a-hexahydro-1H-cyclopenta[c]pyrrol-5-amine